7-[2-(cyclopropylmethoxy)-5-methylsulfonylphenyl]-5-methyl-[1,3]oxazolo[4,5-c]pyridin-4-one C1(CC1)COC1=C(C=C(C=C1)S(=O)(=O)C)C=1C2=C(C(N(C1)C)=O)N=CO2